2-(2-bromo-4-chlorophenyl)-5-(difluoromethyl)-1,3,4-thiadiazole BrC1=C(C=CC(=C1)Cl)C=1SC(=NN1)C(F)F